C(CCCCC)/C(/C(=O)O)=C/C(=O)O n-hexyl-maleic acid